O=C1OCC2=CC(=CC=C12)OC(C)[C@H]1N(CCC1)C(=O)OC(C)(C)C tert-butyl (2S)-2-(1-((1-oxo-1,3-dihydroisobenzofuran-5-yl)oxy)ethyl)pyrrolidine-1-carboxylate